1-((4,4,5,5-tetramethyl-1,3,2-dioxaborolan-2-yl)methyl)pyridin-2(1H)-one CC1(OB(OC1(C)C)CN1C(C=CC=C1)=O)C